2-allyl-1-(6-(2-hydroxypropan-2-yl)pyridin-2-yl)-6-((2'-methyl-2',3'-dihydro-1'H-spiro[cyclopropane-1,4'-isoquinoline]-7'-yl)amino)-1,2-dihydro-3H-pyrazolo[3,4-d]pyrimidin-3-one C(C=C)N1N(C2=NC(=NC=C2C1=O)NC1=CC=C2C3(CN(CC2=C1)C)CC3)C3=NC(=CC=C3)C(C)(C)O